(4-Biphenylyl)pyrimidin C1(=CC=C(C=C1)C1=NC=CC=N1)C1=CC=CC=C1